COC1=CC(=CC=2C=CC3(N(C4=CC=CC=C4C3(C)C)C)OC21)[N+](=O)[O-] 1',3'-dihydro-8-methoxy-1',3',3'-trimethyl-6-nitrospiro[2H-1-benzopyran-2,2'-[2H]indole]